ClC1=C(CNC2=NC=NC3=CC(=C(C=C23)OC2CCN(CC2)C(C=C)=O)OC)C=C(C=C1)Cl 1-(4-((4-((2,5-dichlorobenzyl)amino)-7-methoxyquinazolin-6-yl)oxy)piperidin-1-yl)prop-2-en-1-one